Phenyl-phosphane C1(=CC=CC=C1)P